ClC=1C(N(N=CC1C=1C=NN(C1)C)CC1=NC(=NO1)C[C@H](O)C1=CC=C(C=C1)Cl)=O (S)-4-chloro-2-((3-(2-(4-chlorophenyl)-2-hydroxyethyl)-1,2,4-oxadiazol-5-yl)methyl)-5-(1-methyl-1H-pyrazol-4-yl)pyridazin-3(2H)-one